[Ce].[Cu]=O copper oxide cerium